CN(C(=O)C=1NN=C2C1CN(CC2)C(=O)C=2NC1=CC=CC(=C1C2)Cl)C2(CC2)C2=CC=C(C(=O)O)C=C2 4-{1-[N-methyl-5-(4-chloro-1H-indole-2-carbonyl)-2H,4H,5H,6H,7H-pyrazolo[4,3-c]pyridine-3-amido]cyclopropyl}benzoic acid